Methyl ((2S,3R)-3-amino-6,6,6-trifluoro-2-hydroxyhexanoyl)-L-prolinate N[C@@H]([C@@H](C(=O)N1[C@@H](CCC1)C(=O)OC)O)CCC(F)(F)F